2-(4-(4-hydroxyphenyl-sulfonyl)phenoxy)-5-(4-hydroxyphenyl-sulfonyl)phenol OC1=CC=C(C=C1)S(=O)(=O)C1=CC=C(OC2=C(C=C(C=C2)S(=O)(=O)C2=CC=C(C=C2)O)O)C=C1